10-ethyl-3,7-diformylphenoxazine C(C)N1C2=CC=C(C=C2OC=2C=C(C=CC12)C=O)C=O